1,2-dihydroquinoxalin-2-one N1C(C=NC2=CC=CC=C12)=O